2-(2,8-dimethylimidazo[1,2-a]pyridin-6-yl)-7-(piperidin-4-yl)-4H-pyrazino[1,2-a]pyrimidin CC=1N=C2N(C=C(C=C2C)C=2N=C3N(CC2)C=C(N=C3)C3CCNCC3)C1